1-BOC-(2S,6R)-2,6-dimethylpiperazine C(=O)(OC(C)(C)C)N1[C@H](CNC[C@H]1C)C